[1,3]oxazin-6-amine maleate C(\C=C/C(=O)O)(=O)O.O1CN=CC=C1N